1-{3-methoxy-4-{[3-methyl-4-(2,2,2-trifluoroethoxy)pyridin-2-yl]methoxy}benzyl}-1-(4-methylpiperidin-4-yl)-3-(3-trifluoromethylphenyl)urea COC=1C=C(CN(C(=O)NC2=CC(=CC=C2)C(F)(F)F)C2(CCNCC2)C)C=CC1OCC1=NC=CC(=C1C)OCC(F)(F)F